C12COCC(CN(C1)C1=CC=C(C=N1)C=1C=3N(C=C(C1)OCC(C)(C)O)N=CC3C#N)N2 4-(6-(3-oxa-7,9-diazabicyclo[3.3.1]nonan-7-yl)pyridin-3-yl)-6-(2-hydroxy-2-methylpropoxy)pyrazolo[1,5-a]pyridine-3-carbonitrile